Isopentyl (R)-2-amino-3-(7-methylthieno[3,2-b]pyridine-2-carboxamido)propanoate N[C@@H](C(=O)OCCC(C)C)CNC(=O)C1=CC2=NC=CC(=C2S1)C